COC(=O)N1CC(C1)C=1OC(=CN1)C1=CC(=C(C(=C1)NC(=O)C1=CN=C2N1C=CC=C2)C)F 3-(5-(3-fluoro-5-(imidazo[1,2-a]pyridine-3-carboxamido)-4-methylphenyl)oxazol-2-yl)azetidine-1-carboxylic acid methyl ester